4-(3-bromoimidazo[1,2-a]pyrazin-8-yl)morpholine BrC1=CN=C2N1C=CN=C2N2CCOCC2